O1CCC(=CC1)C1=CN(C=2N=CN=C(C21)NC(C)C2=CC=CC(=N2)N2CCN(CC2)C(=O)OC(C)(C)C)COCC[Si](C)(C)C tert-butyl 4-(6-(1-((5-(3,6-dihydro-2H-pyran-4-yl)-7-((2-(trimethylsilyl)ethoxy)methyl)-7H-pyrrolo[2,3-d]pyrimidin-4-yl)amino)ethyl)pyridin-2-yl)piperazine-1-carboxylate